COC1=C(C=C2C(=NC=NC2=C1)C=1C(=NN(C1)C)C1=CC=CC=C1)NC(=O)[C@@]1(OCCC1)C (R)-N-(7-methoxy-4-(1-methyl-3-phenyl-1H-pyrazol-4-yl)quinazolin-6-yl)-2-methyltetrahydrofuran-2-carboxamide